[6-[3-(1-hydroxycyclopropyl)-1H-1,2,4-triazol-5-yl]-2-azaspiro[3.3]heptan-2-yl]-[7-(4-triflylbenzyl)-2,7-diazaspiro[3.4]octan-2-yl]methanone OC1(CC1)C1=NNC(=N1)C1CC2(CN(C2)C(=O)N2CC3(C2)CCN(C3)CC3=CC=C(C=C3)S(=O)(=O)C(F)(F)F)C1